OC1=C(C(N(C=C1)C)=O)NC(N[C@@H](CC(=O)O)C=1C=C(C(=CC1)C)C1=CC(=CC=C1)OC)=O (S)-3-(3-(4-hydroxy-1-methyl-2-oxo-1,2-dihydropyridin-3-yl)ureido)-3-(3'-methoxy-6-methylbiphenyl-3-yl)propionic acid